[K].[Mg].[Na].[Li] lithium sodium magnesium potassium